N1(N=CC=C1)C1=CC=C(CN2C(C=3C=CC=NC3C(=C2)C(=O)N[C@@H]2[C@H](COCC2)O)=O)C=C1 6-(4-(1H-pyrazol-1-yl)benzyl)-N-((3R,4S)-3-hydroxytetrahydro-2H-pyran-4-yl)-5-oxo-5,6-dihydro-1,6-naphthyridine-8-carboxamide